((2S,3R,4R)-4-amino-2,3-dimethyl-6-morpholino-3,4-dihydroquinolin-1(2H)-yl)ethanone N[C@@H]1[C@H]([C@@H](N(C2=CC=C(C=C12)N1CCOCC1)C(C)=O)C)C